(6,7-dichloro-1-(methoxymethyl)-1,3,4,5-tetrahydro-2H-pyrido[4,3-b]indol-2-yl)(5-methoxypyrimidin-2-yl)methanone ClC1=C(C=CC=2C3=C(NC12)CCN(C3COC)C(=O)C3=NC=C(C=N3)OC)Cl